(2R,6S)-N-{2-[(4-carbamoylphenyl)methyl]-2-azaspiro[3.3]heptan-6-yl}-4-(5-cyanopyrimidin-2-yl)-2,6-dimethylpiperazine-1-carboxamide C(N)(=O)C1=CC=C(C=C1)CN1CC2(C1)CC(C2)NC(=O)N2[C@@H](CN(C[C@@H]2C)C2=NC=C(C=N2)C#N)C